C(C)(C)(C)S(=O)(=O)C=1C=C(C=CC1)NC(C1=C(N=C(C=C1)NC(CO)(C)C)N1CCC2(CC2)CC1)=O N-(3-(tert-butylsulfonyl)phenyl)-6-((1-hydroxy-2-methylpropan-2-yl)amino)-2-(6-azaspiro[2.5]octan-6-yl)nicotinamide